octanoic acid 2-methylnonyl ester CC(COC(CCCCCCC)=O)CCCCCCC